FC=1C=C(C=CC1OC=1C=C2C=NN(C2=CC1C=1C=NN(C1)C(=O)OC(C)(C)C)CC)NC(=O)C=1C(N(C(=CC1)SC)C1=CC=C(C=C1)F)=O N-(3-fluoro-4-(1-ethyl-6-(1-Boc-pyrazol-4-yl)-1H-indazol-5-yloxy)phenyl)-6-methylsulfanyl-2-oxo-1-(4-fluorophenyl)-1,2-dihydropyridine-3-carboxamide